O=C1NC(CCC1N1C(C2=CC(=CC=C2C1=O)F)=O)=O 2-(2,6-dioxopiperidin-3-yl)-6-fluoro-1,3-dioxoisoindoline